1-methyl-N-(5-(4-(trifluoromethyl)phenethyl)-1H-indol-3-yl)-1H-1,2,3-triazole-4-carboxamide CN1N=NC(=C1)C(=O)NC1=CNC2=CC=C(C=C12)CCC1=CC=C(C=C1)C(F)(F)F